C1(=CC=CC=C1)C(N1CCN(CC1)S(=O)(=O)C=1C=NC=CC1)C1=CC=CC=C1 1-(diphenylmethyl)-4-(pyridine-3-sulfonyl)piperazine